[(2S)-3-[5-chloro-6-[(4-methyloxazol-5-yl)methoxy]-3,4-dihydro-1H-isoquinolin-2-yl]-2-hydroxy-propyl]-2-(cyclobutylamino)pyridine-4-carboxamide ClC1=C2CCN(CC2=CC=C1OCC1=C(N=CO1)C)C[C@H](CC=1C(=NC=CC1C(=O)N)NC1CCC1)O